(2-cyano-7-phenylisoindolin-5-yl)piperidine-4-carboxamide C(#N)N1CC2=C(C=C(C=C2C1)N1CCC(CC1)C(=O)N)C1=CC=CC=C1